N-(pyridin-3-yl)thiazole-2-carboxamide methyl-(R)-2-((S)-2-((tert-butoxycarbonyl)(methyl)amino)-4-methylpentanamido)-4-(3-phenyl-1,2,4-oxadiazol-5-yl)butanoate COC([C@@H](CCC1=NC(=NO1)C1=CC=CC=C1)NC([C@H](CC(C)C)N(C)C(=O)OC(C)(C)C)=O)=O.N1=CC(=CC=C1)NC(=O)C=1SC=CN1